(2S,4S)-4-(((6-methoxy-6-oxohexyl)oxy)methyl)-1-((phenoxathiine-3-carbonyl)glycyl)pyrrolidine-2-carboxylic acid COC(CCCCCOC[C@H]1C[C@H](N(C1)C(CNC(=O)C=1C=CC=2SC3=CC=CC=C3OC2C1)=O)C(=O)O)=O